C1(=CC=CC=C1)C1CC2(CN(C2)C(=O)OC(C)(C)C)CC1 tert-butyl 6-phenyl-2-azaspiro[3.4]octane-2-carboxylate